1-[4-(triethoxysilyl)butyl]-5,5'-pentamethylenebis(1,2,3,4-tetrazole) C(C)O[Si](CCCCC(CCCCC1=NN=NN1)C1=NN=NN1)(OCC)OCC